fluoro-1-methyl-5-(5-((1-methylcyclopropyl)ethynyl)-3,4-dihydroquinolin-1(2H)-yl)-[1,2,4]Triazolo[4,3-a]Quinazoline FC1=C2C(=NC=3N(C2=CC=C1)C(=NN3)C)N3CCCC1=C(C=CC=C31)C#CC3(CC3)C